1-chloro-6-ethoxy-9,9-dimethyl-9,10-dihydroacridine ClC1=CC=CC=2NC3=CC(=CC=C3C(C12)(C)C)OCC